pentamethylcyclopentadienyl-(1-n-propyl-6,7,8,9-tetrahydro-1H-cyclopenta[a]naphthalene) hafnium [Hf].CC1=C(C(=C(C1(C1(C=CC=2C1=C1CCCCC1=CC2)CCC)C)C)C)C